C(C)(=O)C1=CC=C(C=C1)NC(CN1C(CC2=C(C3=C1C=C(N=C3F)C)C=CC=C2)=O)=O N-(4-acetylphenyl)-2-(1-fluoro-3-methyl-6-oxo-7H-pyrido[4,3-d][3]benzazepin-5-yl)acetamide